N-(5-cyclopentylpyrimidin-2-yl)-2-[(4-fluorophenyl)sulfanyl]-5-nitrobenzamide C1(CCCC1)C=1C=NC(=NC1)NC(C1=C(C=CC(=C1)[N+](=O)[O-])SC1=CC=C(C=C1)F)=O